FC(C1=CC=C(C=C1)C=1C=CC2=C([C@H]3N(CC[C@@H]2C3)CCCO)C1)(F)F 3-((1S,5R)-8-(4-(Trifluoromethyl)phenyl)-1,3,4,5-tetrahydro-2H-1,5-methanobenzo[c]azepin-2-yl)propan-1-ol